ethylxanthic acid sodium salt CCOC(=S)[S-].[Na+]